C(=O)C1=CC=C(C=C1)C1=CC=C(C=C1)N1CN(CN(C1)C1=CC=C(C=C1)C1=CC=C(C=C1)C=O)C1=CC=C(C=C1)C1=CC=C(C=C1)C=O 1,3,5-tris(4'-formyl-[1,1'-biphenyl]-4-yl)-1,3,5-triazine